ClC1=CC=NC2=CC=C(C=C12)NC(=O)[C@@H]1CC[C@H]2N1C([C@H](CCCC2)NC(=O)C2=CC1=C(S2)C=CC(=C1)C(F)(F)P(O)(O)=O)=O ((2-(((3S,6S,10aS)-3-((4-chloroquinolin-6-yl)carbamoyl)-5-oxodecahydropyrrolo[1,2-a]azocin-6-yl)carbamoyl)benzo[b]thiophen-5-yl)difluoromethyl)phosphonic acid